(((2-(dimethylamino)ethyl)amino)methylene)cyclohexane CN(CCNC=C1CCCCC1)C